(prop-1-en-2-yl)pyrazin-2-amine C=C(C)C=1C(=NC=CN1)N